C1(CC1)C1CC(C=2NC(=C(C21)C(=O)OCC)C)=O ethyl 4-cyclopropyl-2-methyl-6-oxo-1,4,5,6-tetrahydrocyclopenta[b]pyrrole-3-carboxylate